C(C)(C)(C)OC(=O)N1N=C(C=2C1=CN=C(C2)Cl)C2=CC=C(C=C2)N2CCN(CC2)C 5-chloro-3-(4-(4-methylpiperazin-1-yl)phenyl)-1H-pyrazolo[3,4-c]Pyridine-1-carboxylic acid tert-butyl ester